5-bromo-2-(3,4-difluorobenzyl)-1-((1r,4r)-4-methoxycyclohexyl)-1H-imidazo[4,5-b]Pyridine BrC1=CC=C2C(=N1)N=C(N2C2CCC(CC2)OC)CC2=CC(=C(C=C2)F)F